[Br-].C(C1=CC=CC=C1)[N+]1=CC=2C(NC(=CC2C=C1)C)=O 2-benzyl-6-methyl-8-oxo-7,8-dihydro-2,7-naphthyridin-2-ium Bromide